4-oxaspiro[2.5]octane-1-carboxylic acid C1(CC12OCCCC2)C(=O)O